C(C)(C)(C)OC(=O)C1=CSC=2C1=NC(=CC2Br)COC 7-bromo-5-(methoxymethyl)thieno[3,2-b]pyridine-3-carboxylic acid tert-butyl ester